fluorenacetic acid C1(=CC=CC=2C3=CC=CC=C3CC12)CC(=O)O